C12(CC3CC(CC(C1)C3)C2)P(CCCC)C23CC1CC(CC(C2)C1)C3 diadamantyl(n-butyl)phosphine